2,2-dimethylpropanoic acid anion CC(C(=O)[O-])(C)C